cis-tert-butyl (1r,5s)-3-(8-((3-methyl-4-((1-methyl-1H-benzo[d][1,2,3]triazol-5-yl)oxy)phenyl)amino)pyrimido[5,4-d]pyrimidin-2-yl)-3,6-diazabicyclo[3.2.0]heptane-6-carboxylate CC=1C=C(C=CC1OC1=CC2=C(N(N=N2)C)C=C1)NC1=NC=NC2=C1N=C(N=C2)N2C[C@@H]1CN([C@@H]1C2)C(=O)OC(C)(C)C